CN1N=CC(=C1)C(=O)N 1-methylpyrazol-4-ylcarboxamide